C(CCC)[N+](CCCC)(CCCC)CCCC.NC(=O)[C@H]1N2C(N([C@@H](CC1)C2)OS(=O)(=O)[O-])=O.CC(C)(C#CC(C)(OOC(C)(C)C)C)OOC(C)(C)C 2,5-dimethyl-2,5-bis-(t-butylperoxy)hexyne (2S,5S)-2-(aminocarbonyl)-7-oxo-1,6-diazabicyclo[3.2.1]oct-6-yl-sulfate (tetrabutylammonium) salt